lithium (R)-4-((3-((tert-butoxycarbonyl)amino)-3-methylpiperidin-1-yl)methyl)picolinate C(C)(C)(C)OC(=O)N[C@]1(CN(CCC1)CC1=CC(=NC=C1)C(=O)[O-])C.[Li+]